1-hydroxyethyl-2-heptyl-imidazoline OC(C)N1C(=NCC1)CCCCCCC